1-(4-(benzofuran-3-yl)-5-(isopropylsulfanyl)thiazol-2-yl)-4-(3-fluorophenyl)-3-methyl-1H-pyrazole-5-carboxylic acid O1C=C(C2=C1C=CC=C2)C=2N=C(SC2SC(C)C)N2N=C(C(=C2C(=O)O)C2=CC(=CC=C2)F)C